BrC[C@H](CC=1C=C2C=CN=CC2=CC1)NC(OC(C)(C)C)=O (S)-tert-butyl (1-bromo-3-(isoquinolin-6-yl)propan-2-yl)carbamate